F[P-](F)(F)(F)(F)F.[Li+] LITHIUM HEXAFLUORoPHOSPHAT